(1S,3aR,6aS)-N-((2S)-3-hydroxy-4-(isopropylamino)-4-oxo-1-((S)-2-oxopiperidin-3-yl)butan-2-yl)-2-(1H-indole-2-carbonyl)octahydrocyclopenta[c]pyrrole-1-carboxamide OC([C@H](C[C@H]1C(NCCC1)=O)NC(=O)[C@H]1N(C[C@H]2[C@@H]1CCC2)C(=O)C=2NC1=CC=CC=C1C2)C(=O)NC(C)C